ClC1=C(C=C(C=C1)C(C(C(=O)OCC)F)O)F ethyl 3-(4-chloro-3-fluorophenyl)-2-fluoro-3-hydroxypropanoate